8-chloro-4-[1-(2-pyrimidin-2-yl-1,2,4-triazol-3-yl)ethylamino]-6-(trifluoromethyl)-1H-quinazolin-2-one ClC=1C=C(C=C2C(=NC(NC12)=O)NC(C)C=1N(N=CN1)C1=NC=CC=N1)C(F)(F)F